3-(N-(2-(imidazol-1-yl)-5-(trifluoromethyl)phenyl)sulfamoyl)-4-ethylbenzoic Acid N1(C=NC=C1)C1=C(C=C(C=C1)C(F)(F)F)NS(=O)(=O)C=1C=C(C(=O)O)C=CC1CC